2-(2-(2-chloroethoxy)ethoxy)ethane ClCCOCCOCC